C1=CC(=CC=2C3=CC=CC=C3NC12)N 9H-Carbazole-3-amine